N[C@H]1CN(CCC1)C=1C=2N(C=CN1)C(=C(N2)C2=CC(=C(C#N)C=C2)F)C=2C=C1C=NN(C1=CC2)CC(C)(C)O (R)-4-(8-(3-aminopiperidin-1-yl)-3-(1-(2-hydroxy-2-methylpropyl)-1H-indazol-5-yl)imidazo[1,2-a]pyrazin-2-yl)-2-fluorobenzonitrile